4-[(1S,4S,5R)-5-[(5-cyclopropyl-3-{spiro[2.5]octan-6-yl}-1,2-oxazol-4-yl)methoxy]-2-azabicyclo[2.2.1]heptan-2-yl]-3-fluorobenzoic acid C1(CC1)C1=C(C(=NO1)C1CCC2(CC2)CC1)CO[C@H]1[C@@H]2CN([C@H](C1)C2)C2=C(C=C(C(=O)O)C=C2)F